methylenebis(6-decyl-p-cresol) C(C1=CC(=CC(=C1O)CCCCCCCCCC)C)C1=CC(=CC(=C1O)CCCCCCCCCC)C